allylbenzoxazepine C(C=C)C1=NOC2=C(C=C1)C=CC=C2